C(C)OC1=CC(COC1)=O 5-ethoxy-2H-pyran-3(6H)-one